(2,3,5,6-tetradeuterio-4-fluoro-phenyl)methanone [2H]C1=C(C(=C(C(=C1[2H])F)[2H])[2H])C=O